O1CCC(CC1)N1N=CC(=C1)B1OC(C(O1)(C)C)(C)C 1-(tetrahydro-2H-pyran-4-yl)-4-(4,4,5,5-tetramethyl-1,3,2-dioxaborolan-2-yl)-1H-pyrazole